distearyltin bis(octylmaleate) C(CCCCCCC)/C(/C(=O)[O-])=C/C(=O)[O-].C(CCCCCCC)/C(/C(=O)[O-])=C/C(=O)[O-].C(CCCCCCCCCCCCCCCCC)[Sn+4]CCCCCCCCCCCCCCCCCC